acryloyloxyethyl hexanoate C(CCCCC)(=O)OCCOC(C=C)=O